(1-(((1-((2,4-Dimethoxybenzyl)amino)isoquinolin-5-yl)amino)methyl)-2-oxabicyclo[3.1.1]heptan-5-yl)methyl methanesulfonate CS(=O)(=O)OCC12CCOC(C1)(C2)CNC2=C1C=CN=C(C1=CC=C2)NCC2=C(C=C(C=C2)OC)OC